C(C)(C)N1N=CC(=C1)C=1C=CC(=NC1)NC(=O)NC1=NC(=CC=C1)C1=NN=CN1C(C)C 1-(5-(1-isopropyl-1H-pyrazol-4-yl)pyridin-2-yl)-3-(6-(4-isopropyl-4H-1,2,4-triazol-3-yl)pyridin-2-yl)urea